1'-Cyclopropyl-6'-fluoro-5-(trifluoromethyl)-1'H-1,2'-bibenzo[d]imidazole C1(CC1)N1C(=NC2=C1C=C(C=C2)F)N2C=NC1=C2C=CC(=C1)C(F)(F)F